1-(3,4-difluoro-phenyl)-1,9-diazaspiro[5.5]undecan-2-one FC=1C=C(C=CC1F)N1C(CCCC12CCNCC2)=O